6-(2,6-dichlorophenyl)-2-((4-(2-(diethylamino)ethoxy)phenyl)amino)-8-(2-methoxyethyl)pyrido[2,3-d]pyrimidin-7(8H)-one ClC1=C(C(=CC=C1)Cl)C1=CC2=C(N=C(N=C2)NC2=CC=C(C=C2)OCCN(CC)CC)N(C1=O)CCOC